(R)-5-cyclopentylpyrazolid-3-one D-tartrate C(=O)(O)[C@@H](O)[C@H](O)C(=O)O.C1(CCCC1)[C@H]1CC(NN1)=O